(R)-3-Hydroxy-1-methyl-3-(3-(2-(6-methyl-1H-pyrrolo[2,3-b]pyridin-3-yl)thiazol-4-yl)phenyl)pyrrolidin-2-one O[C@@]1(C(N(CC1)C)=O)C1=CC(=CC=C1)C=1N=C(SC1)C1=CNC2=NC(=CC=C21)C